2-[(2,4-dimethoxyphenyl)methylamino]-6-(5-methyl-4-prop-2-enoyl-2,3-dihydroquinoxalin-1-yl)-8-(4-morpholinophenyl)pyrido[2,3-d]pyrimidin-7-one COC1=C(C=CC(=C1)OC)CNC=1N=CC2=C(N1)N(C(C(=C2)N2CCN(C1=C(C=CC=C21)C)C(C=C)=O)=O)C2=CC=C(C=C2)N2CCOCC2